C1(CCCCC1)CC=1C=NC=2N(C1)C(=C(N2)C2=NC(=NN2CC2=CC=C(C=C2)OC)C(F)(F)F)C=2N=CN(C2)S(=O)(=O)N(C)C 4-(6-(cyclohexylmethyl)-2-(1-(4-methoxybenzyl)-3-(trifluoromethyl)-1H-1,2,4-triazol-5-yl)imidazo[1,2-a]pyrimidin-3-yl)-N,N-dimethyl-1H-imidazole-1-sulfonamide